10-Chloro-8,8-dimethyl-8H-5-oxa-indeno[2,1-c]fluorene ClC=1C=CC=2C=3C4=C(C=CC3C(C2C1)(C)C)OC=1C=CC=CC14